Cl.Cl.NCC1=CC=C(C(=N1)OC=1C=C(C=CC1)C[C@@H]1NCC[C@@H]1NS(=O)(=O)C)C N-{(2S,3S)-2-[(3-{[6-(aminomethyl)-3-methylpyridin-2-yl]oxy}phenyl)methyl]pyrrolidin-3-yl}methanesulfonamide dihydrochloride